1-(4-(trifluoromethyl)benzyl)-1,3,5-triazine-2,4-dione FC(C1=CC=C(CN2C(NC(N=C2)=O)=O)C=C1)(F)F